F[C@@H]1CN(CC[C@@H]1NC1=C2C=C(N(C2=CC=C1)CC(F)(F)F)C#CCNC1=C(C=C(C(=O)O)C=C1)OC)C[C@H](COC)O 4-((3-(4-(((3R,4S)-3-Fluoro-1-((R)-2-hydroxy-3-methoxypropyl)piperidin-4-yl)amino)-1-(2,2,2-trifluoroethyl)-1H-indol-2-yl)prop-2-yn-1-yl)amino)-3-methoxybenzoic acid